(R)-4-(2-(benzyl(1-methylazetidin-3-yl)amino)-7-(4-bromo-3-(trifluoromethyl)benzoyl)-6-methyl-4-oxo-5,6,7,8-tetrahydropyrido[3,4-d]pyrimidin-3(4H)-yl)-N-methylbenzamide C(C1=CC=CC=C1)N(C=1N(C(C2=C(N1)CN([C@@H](C2)C)C(C2=CC(=C(C=C2)Br)C(F)(F)F)=O)=O)C2=CC=C(C(=O)NC)C=C2)C2CN(C2)C